1-(5-{[(5-chlorothiophen-2-yl)methyl]amino}-3-{1-[(2-methoxyphenyl)methyl]piperidin-4-yl}-1H-pyrazol-1-yl)-2,2-dimethylpropan-1-one ClC1=CC=C(S1)CNC1=CC(=NN1C(C(C)(C)C)=O)C1CCN(CC1)CC1=C(C=CC=C1)OC